FCF 1,1-Difluoromethan